tris(2-hydroxyethyl)isocyanuric acid diacrylate C(C=C)(=O)O.C(C=C)(=O)O.OCCN1C(N(C(N(C1=O)CCO)=O)CCO)=O